6-chloro-2-(1-(4-(2-(trifluoromethyl)pyridin-4-yl)cyclohexyl)ethyl)-1H-benzo[d]imidazole ClC=1C=CC2=C(NC(=N2)C(C)C2CCC(CC2)C2=CC(=NC=C2)C(F)(F)F)C1